FC1(CC(N(C1)C)CO)F (4,4-difluoro-1-methylpyrrolidin-2-yl)methanol